5-[5-(4-fluoro-3-methyl-phenyl)-6-tetrahydropyran-3-yl-1H-pyrrolo[2,3-f]indazol-7-yl]-6-methoxy-pyridine-2-carboxylic Acid FC1=C(C=C(C=C1)N1C(=C(C2=C1C=C1C=NNC1=C2)C=2C=CC(=NC2OC)C(=O)O)C2COCCC2)C